2-chloro-N-(5-cyclohexyl-1,3,4-thiadiazol-2-yl)-5-methoxy-6-methyl-(4,4'-bipyridine)-3-carboxamide ClC1=NC(=C(C(=C1C(=O)NC=1SC(=NN1)C1CCCCC1)C1=CC=NC=C1)OC)C